2-(2-ethoxyphenyl)-1'-[3-methoxy-2-(trifluoromethyl)phenyl]-7-[[(2S)-pyrrolidin-2-yl]methyl]spiro[6,8-dihydro-1,7-naphthyridine-5,4'-piperidine] C(C)OC1=C(C=CC=C1)C1=NC=2CN(CC3(CCN(CC3)C3=C(C(=CC=C3)OC)C(F)(F)F)C2C=C1)C[C@H]1NCCC1